CC1=C(CNC=2C=3N(C=CC2)C(=C(N3)C)C)C(=CC=C1)C 8-[(2,6-dimethylbenzyl)amino]-2,3-dimethylimidazo[1,2-a]pyridine